2-methylpropan-2-yl {[(3S)-hexahydropyridin-3-yl]amino}methanoate N1C[C@H](CCC1)NC(=O)OC(C)(C)C